N-[3-methyl-5-(2-phenylethynyl)-2-pyridyl]benzamide CC=1C(=NC=C(C1)C#CC1=CC=CC=C1)NC(C1=CC=CC=C1)=O